propargyl-propyl alcohol C(C#C)CCCO